4-quinolinecarboxylate N1=CC=C(C2=CC=CC=C12)C(=O)[O-]